(1R,4R)-4-((5-amino-8-(tetrahydro-2H-pyran-4-yl)pyrido[4,3-d]pyrimidin-2-yl)amino)cyclohexan-1-ol NC1=NC=C(C=2N=C(N=CC21)NC2CCC(CC2)O)C2CCOCC2